7-methoxy-4-oxo-1,4-dihydroquinoline-6-carbonitrile-8-d COC1=C(C=C2C(C=CNC2=C1[2H])=O)C#N